ClC1=CC=C(S1)C1=NN(C2=CC=C(C=C12)[N+](=O)[O-])C(C)C 3-(5-chlorothien-2-yl)-1-isopropyl-5-nitro-1H-indazole